NC1=NC=NN2C1=C(C=C2C=2C=NC(=C(C(=O)N[C@@H]1CN(C[C@@H]1F)S(=O)(=O)C1=C(C=CC=C1)OC)C2)OC([2H])([2H])[2H])CN2CC(C2)(F)F 5-{4-amino-5-[(3,3-difluoroazetidin-1-yl)methyl]pyrrolo[2,1-f][1,2,4]triazin-7-yl}-N-[(3R,4S)-4-fluoro-1-(2-methoxybenzenesulfonyl)pyrrolidin-3-yl]-2-(methoxy-d3)nicotinamide